(3R)-3-amino-5-benzyl-7-[2-(5,5-difluoro-1-methyl-3-piperidyl)tetrazol-5-yl]-8-fluoro-1,1-dioxo-2,3-dihydro-1λ6,5-benzothiazepin-4-one N[C@H]1CS(C2=C(N(C1=O)CC1=CC=CC=C1)C=C(C(=C2)F)C=2N=NN(N2)C2CN(CC(C2)(F)F)C)(=O)=O